FC([C@]12N(C=3C(=NN=C(C3)C3=C(C(=CC=C3)F)O)NC1)C[C@@H](C2)OC2=NC=C(C=O)C(=C2C)C)F 6-(((6aR,8R)-6a-(difluoromethyl)-2-(3-fluoro-2-hydroxyphenyl)-5,6,6a,7,8,9-hexahydropyrrolo[1',2':4,5]pyrazino[2,3-c]pyridazin-8-yl)oxy)-4,5-dimethylnicotinaldehyde